FC1=C2CN(CC2=CC=C1)C(=O)NC1=CC=C(C=C1)C1CCN(CC1)C(C(C)(NS(=O)(=O)C)C)=O 4-FLUORO-N-(4-(1-(2-METHYL-2-(METHYL-SULFONAMIDO)PROPANOYL)PIPERIDIN-4-YL)PHENYL)ISOINDOLINE-2-CARBOXAMIDE